Ethyl 5,5-Dimethyl-1,4,5,6-tetrahydrocyclopenta[b]pyrrole-2-carboxylate CC1(CC2=C(NC(=C2)C(=O)OCC)C1)C